C(#N)C=1C=CC=2C3=C(NC2C1)C(=C(C=N3)C(=O)NC3CCNCC3)NC(C)C 7-cyano-4-(isopropylamino)-N-(piperidin-4-yl)-5H-pyrido[3,2-b]indole-3-carboxamide